C1(CC1)C1=C(C(=NO1)C1=C(C=CC=C1Cl)Cl)COC1=CC=C2C(=N1)C(CC1=C(O2)C=C(C=C1)C(=O)O)(F)F 2-((5-cyclopropyl-3-(2,6-dichlorophenyl)isoxazol-4-yl)methoxy)-11,11-difluoro-10,11-dihydrobenzo[6,7]oxepino[3,2-b]pyridine-7-carboxylic acid